C1(=CC=CC2=CC=CC=C12)C(C)OC1CCOCC1 4-(1-(naphthalen-1-yl)ethoxy)tetrahydro-2H-pyran